FC(C1=CC=CC(=N1)NC(=S)N)(F)F 1-(6-(trifluoromethyl)pyridin-2-yl)thiourea